C1NCC2=C(C=CC=C12)C(C=1N=NN(C1)C(C)C)NC=1C=C2C=C(C=NC2=CC1)C#N 6-((isoindolin-4-yl(1-isopropyl-1H-1,2,3-triazol-4-yl)methyl)amino)quinoline-3-carbonitrile